(rac)-tert-butyl[{3-amino-5-[(5-{[5-(2-chloro-5-fluoropyrimidin-4-yl)-2-fluorophenyl]amino}pentyl)oxy]benzyl}(methyl)oxido-λ6-sulfanylidene]carbamate C(C)(C)(C)OC(N=[S@@](=O)(C)CC1=CC(=CC(=C1)OCCCCCNC1=C(C=CC(=C1)C1=NC(=NC=C1F)Cl)F)N)=O |r|